Pentyl 11-((5-(heptadecan-9-yloxy)-5-oxopentyl)(2-hydroxyethyl)amino)undecanoate CCCCCCCCC(CCCCCCCC)OC(CCCCN(CCCCCCCCCCC(=O)OCCCCC)CCO)=O